3-(3-carboxypropionylamino)phenyl-boronic acid C(=O)(O)CCC(=O)NC=1C=C(C=CC1)B(O)O